2,3-Di-mercapto-1-propanesulfonic acid SC(CS(=O)(=O)O)CS